2-methyl-N-{3-[(phenylcarbamoyl)amino]-phenyl}propanamide CC(C(=O)NC1=CC(=CC=C1)NC(NC1=CC=CC=C1)=O)C